ClC1=C(C=O)C=C(C(=C1)F)C1=NN(C(=C1Cl)C(F)(F)F)C 2-chloro-5-(4-chloro-1-methyl-5-trifluoromethyl-1H-3-pyrazolyl)-4-fluorobenzaldehyde